methyl (1s,4s)-4-(3-amino-3-methylbutyl)-cyclohexane-1-carboxylate NC(CCC1CCC(CC1)C(=O)OC)(C)C